(2-((S)-2-(3-fluoro-6-methoxy-1,5-naphthyridin-4-yl)-1-hydroxy ethyl)-trans-1,3-dioxan-5-yl)carbamate FC=1C=NC2=CC=C(N=C2C1C[C@H](O)[C@@H]1OC[C@H](CO1)NC([O-])=O)OC